COC(=O)C1=CC2=C(N=CN=C2)N1 7H-pyrrolo[2,3-d]pyrimidine-6-carboxylic acid methyl ester